bis(ethylsulfonyloxyethyl)ethylsulfonamide C(C)S(=O)(=O)OCCN(S(=O)(=O)CC)CCOS(=O)(=O)CC